17-amino-13-methyl-15-(trifluoromethyl)-19-oxa-3,4,13,18-tetraazatricyclo[12.3.1.12,5]nonadec-1(18),2,4,9,14,16-hexa-en-6-one NC1=CC(=C2N(CCC=CCCC(C3=NN=C(C1=N2)O3)=O)C)C(F)(F)F